N,N-bis(di-tert-butylphosphino)-ethylenediamine C(C)(C)(C)P(N(CCN)P(C(C)(C)C)C(C)(C)C)C(C)(C)C